N-(4'-methyl-5-fluorobiphenyl-2-yl)-1,3-dimethyl-1H-pyrazole-4-carboxamide CC1=CC=C(C=C1)C1=C(C=CC(=C1)F)NC(=O)C=1C(=NN(C1)C)C